NC=1C2=C(N=CN1)N(C=C2)[C@@H]2[C@@H]1[C@]([C@@H]3[C@H]2OC(O3)(C)C)(C1)CCC1=CC=C3C=CC(=NC3=C1)NC1CCC1 7-(2-((3aR,3bR,4aS,5R,5aS)-5-(4-Amino-7H-pyrrolo[2,3-d]pyrimidin-7-yl)-2,2-dimethyltetrahydrocyclopropa[3,4]cyclopenta[1,2-d][1,3]dioxol-3b(3aH)-yl)ethyl)-N-cyclobutyl-quinolin-2-amine